FC=1C(=C(C=O)C=C(C1)C1=CN=C(S1)C1=CC=CC=C1)O 3-fluoro-2-hydroxy-5-(2-phenylthiazol-5-yl)benzaldehyde